C[As](=O)(C)[O-].[Na+] sodium dimethyl arsinate